(3,4-epoxycyclohexyl)ethyltributoxysilane C1(CC2C(CC1)O2)CC[Si](OCCCC)(OCCCC)OCCCC